1-{2-[(dimethylcarbamoyl)amino]propanoyl}-4-fluoro-N-{[6-fluoro-5-(propan-2-yl)pyridin-2-yl](phenyl)methyl}pyrrolidine-2-carboxamide CN(C(=O)NC(C(=O)N1C(CC(C1)F)C(=O)NC(C1=CC=CC=C1)C1=NC(=C(C=C1)C(C)C)F)C)C